BrC/C=C/C(=O)O.CC1(N=C(C2=CC=CC=C2C1)C=1C=NC2=CC=CC=C2C1)C1=CC=CC=C1 3-(3-methyl-3-phenyl-3,4-dihydroisoquinolin-1-yl)quinoline (2E)-4-bromobut-2-enoate